C1(C=CC=C2C=CC3=C4C=CC=CC4=CC3=C21)=O Benzofluorenon